4-[3-(4-Aminophenyl)prop-2-enoyl]benzoic acid NC1=CC=C(C=C1)C=CC(=O)C1=CC=C(C(=O)O)C=C1